2-[2-[tert-butyl(dimethyl)silyl]oxyethyl]-4-(1-tetrahydropyran-2-yl-3-vinyl-indazol-5-yl)pyrazol-3-ol [Si](C)(C)(C(C)(C)C)OCCN1N=CC(=C1O)C=1C=C2C(=NN(C2=CC1)C1OCCCC1)C=C